5-(4-(benzyloxy)phenyl)-1H-pyrazole C(C1=CC=CC=C1)OC1=CC=C(C=C1)C1=CC=NN1